CC(CC(=O)C1=NC=CC=C1)(C)[N+](=O)[O-] 3-methyl-3-nitro-1-(2-pyridinyl)-1-butanone